BrC=1C=C(C(=C(C1)Cl)F)Cl 5-bromo-1,3-dichloro-2-fluoro-benzene